6-bromo-1,3-dimethyl-1,3-dihydro-2H-imidazo[4,5-b]pyridin-2-one BrC=1C=C2C(=NC1)N(C(N2C)=O)C